ClC1=CC=C(C=C1)NN 4-chlorophenylhydrazine